(S)-1'-(5-((2-amino-3-chloropyridin-4-yl)thio)-1H-imidazo[4,5-b]pyrazin-2-yl)-1,3-dihydrospiro[indene-2,4'-piperidin]-1-amine NC1=NC=CC(=C1Cl)SC=1N=C2C(=NC1)NC(=N2)N2CCC1(CC2)[C@@H](C2=CC=CC=C2C1)N